CCCCCCCCCCCCCCCCCCCCCCCCCCCCCCCCCCCCCCCCCCCCCCCCCCCCCCCCCCCCCCCCCCCCCCCCCCCCCCCC octacontane